C(C)(C)(C)C1=CN=C(S1)C1CC(CC1)C1=CC(=NN1)NC1=CC2=C(N(S(C2)(=O)=O)CC2=CC=C(C=C2)OC)C=C1 5-((5-(3-(5-(tert-butyl)thiazol-2-yl)cyclopentyl)-1H-pyrazol-3-yl)amino)-1-(4-methoxybenzyl)-1,3-dihydrobenzo[c]isothiazole 2,2-dioxide